C1C(CC12CCC2)NC(=O)NCC2=NC(=NC=C2)OC(C(F)(F)F)C 1-Spiro[3.3]hept-2-yl-3-[2-(2,2,2-trifluoro-1-methyl-ethoxy)-pyrimidin-4-ylmethyl]-urea